monoglycidyl cyclohexanedicarboxylate C1(CCCCC1)(C(=O)OCC1CO1)C(=O)[O-]